C(=C)C1N(C=CC=C1)C 2-vinyl-1-methylpyridin